4-[[(2S,3R,4R,5S)-3-[3,4-Difluoro-2-(trideuteriomethoxy)phenyl]-4,5-dimethyl-5-(trifluoromethyl)tetrahydrofuran-2-carbonyl]amino]-1-oxido-pyridin-1-ium-2-carboxamid FC=1C(=C(C=CC1F)[C@@H]1[C@H](O[C@@]([C@@H]1C)(C(F)(F)F)C)C(=O)NC1=CC(=[N+](C=C1)[O-])C(=O)N)OC([2H])([2H])[2H]